3-Amino-2-hydroxy-5-chloropyridine NC=1C(=NC=C(C1)Cl)O